N1=C(C=CC=C1)C1(CNCCC1)NC(OC)=O methyl (3-(pyridin-2-yl)piperidin-3-yl)carbamate